4-(2-(3-methylbenzylidene)hydrazinyl)-7-phenethyl-6,7-dihydro-5H-pyrrolo[2,3-d]pyrimidine CC=1C=C(C=NNC=2C3=C(N=CN2)N(CC3)CCC3=CC=CC=C3)C=CC1